BrCC1=NC=CC(=N1)C(=O)OC(C)(C)C Tert-butyl 2-(bromomethyl)pyrimidine-4-carboxylate